7-(5-((1,1,1,3,5,5,5-heptamethyltrisiloxan-3-yl)oxy)-1,1,1,3,7,9,9,9-octamethyl-3,7-bis((trimethylsilyl)oxy)pentasiloxan-5-yl)heptan-1-ol C[Si](O[Si](O[Si](C)(C)C)(C)O[Si](O[Si](O[Si](C)(C)C)(O[Si](C)(C)C)C)(O[Si](O[Si](C)(C)C)(O[Si](C)(C)C)C)CCCCCCCO)(C)C